3-[[3-(5-fluoropyrimidin-2-yl)-4-methyl-phenyl]carbamoyl]-2-azabicyclo[3.1.0]hexane-2-carboxylate FC=1C=NC(=NC1)C=1C=C(C=CC1C)NC(=O)C1N(C2CC2C1)C(=O)[O-]